methyl-trifluoroboric acid C[B-](F)(F)F.[H+]